C(C)OCOC=1C=C(C=O)C=CC1C1=NN=C(C=2CCCCC12)NC1CC(C1)(C)O 3-(ethoxymethoxy)-4-(4-(((1s,3s)-3-hydroxy-3-methylcyclobutyl)amino)-5,6,7,8-tetrahydrophthalazin-1-yl)benzaldehyde